C1(CC1)C=1C=C(C(=O)N[C@@H](C)C2=NC(=NN2C=2N=CC(=NC2)C(=O)O)C)C=C(C1)OC(F)(F)F 5-(5-{(1S)-1-[3-cyclopropyl-5-(trifluoromethoxy)benzamido]ethyl}-3-methyl-1H-1,2,4-triazol-1-yl)pyrazine-2-carboxylic acid